C(C)[C@@H]1CN(CCCN1)C(=O)OCC1=CC=CC=C1 (R)-benzyl 3-ethyl-1,4-diazepane-1-carboxylate